OC(CCN1CC=CC=C1)(C)C 1-(3-hydroxy-3-methylbutyl)-1H-pyridine